C(CCC)C(COC(CCCCCCCCCCCCCCCCCC)=O)CCCCCC nonadecanoic acid-2-butyloctyl ester